C(#N)C1=CC(=C(C=C1)N1CC(N(C2(CN(C2)C2=CC(=C(C(=O)NC)C=C2)NC)C1=O)CC1=CC=C(C=C1)C(F)(F)F)=O)F 4-(8-(4-cyano-2-fluoro-phenyl)-6,9-dioxo-5-(4-(trifluoromethyl)benzyl)-2,5,8-triazaspiro[3.5]nonan-2-yl)-N-methyl-2-(methylamino)benzamide